(3S)-3-[9H-fluoren-9-ylmethoxycarbonyl(methyl)amino]-4-(1-methyl-1-phenyl-ethoxy)-4-oxo-butanoic acid C1=CC=CC=2C3=CC=CC=C3C(C12)COC(=O)N([C@@H](CC(=O)O)C(=O)OC(C)(C1=CC=CC=C1)C)C